1-(4-(3-((4-amino-7-methyl-5-(4-(trifluoromethoxy)phenyl)-7H-pyrrolo[2,3-d]pyrimidin-6-yl)ethynyl)azetidin-1-yl)piperidin-1-yl)prop-2-en-1-one NC=1C2=C(N=CN1)N(C(=C2C2=CC=C(C=C2)OC(F)(F)F)C#CC2CN(C2)C2CCN(CC2)C(C=C)=O)C